6-Methyl-N2-(2-methylbut-3-en-1-yl)pyrimidine-2,4-diamine CC1=CC(=NC(=N1)NCC(C=C)C)N